C12OCC(C1)(C2)C=2C=CC(=C(C2)S(=O)(=O)NC(=O)C2=NC1=CC=CC(=C1C=C2)C2=NC=CC=C2)OC N-((5-(2-oxabicyclo[2.1.1]hexan-4-yl)-2-methoxyphenyl)sulfonyl)-5-(pyridin-2-yl)quinoline-2-carboxamide